2-methylene-4-oxo-4-(2,2,2-trichloroethoxy)butanoic acid C=C(C(=O)O)CC(OCC(Cl)(Cl)Cl)=O